5-bromopyridine-2,3-dicarboxylic acid BrC=1C=C(C(=NC1)C(=O)O)C(=O)O